C(C=C)C=1[C@H](N(CC1O[Si](CC)(CC)CC)C(=O)OC(C)(C)C)C(=O)OC 1-(tert-butyl) 2-methyl (S)-3-allyl-4-((triethylsilyl)oxy)-2,5-dihydro-1H-pyrrole-1,2-dicarboxylate